7-((adamantan-1-yl)amino)-N-(4-(2,4-dioxotetrahydropyrimidin-1(2H)-yl)phenyl)heptanamide cyclopentyl-2-methyl-2-(2,2,2-trifluoroethyl)hydrazine-1-carboxylate C1(CCCC1)OC(=O)NN(CC(F)(F)F)C.C12(CC3CC(CC(C1)C3)C2)NCCCCCCC(=O)NC2=CC=C(C=C2)N2C(NC(CC2)=O)=O